3-Chloro-6-(2-chloro-6-methoxy-4-(trifluoromethyl)phenyl)picolinic acid ClC=1C(=NC(=CC1)C1=C(C=C(C=C1OC)C(F)(F)F)Cl)C(=O)O